6-Bromo-7-methoxyquinoxaline BrC=1C=C2N=CC=NC2=CC1OC